5-(5-methylfuran-2-yl)isoxazole-3-carboxylic acid CC1=CC=C(O1)C1=CC(=NO1)C(=O)O